C(C)OC(CCN(C)C1=C(C(=CC=C1)Br)[N+](=O)[O-])=O 3-((3-bromo-2-nitrophenyl)(methyl)amino)propanoic acid ethyl ester